FCCN1C=NC(=C1)C(F)(F)F 1-(2-fluoroethyl)-4-(trifluoromethyl)-1H-imidazole